C([C@@H](O)C)(=O)O.N[C@@H](CCCCN)C(=O)O Lysine L-(+)-Lactate